N-(2-methoxy-5-{3-methyl-1H-pyrazolo[3,4-c]pyridin-5-yl}phenyl)prop-2-enamide COC1=C(C=C(C=C1)C=1C=C2C(=CN1)NN=C2C)NC(C=C)=O